C=1(C(=C(C(=C(C1[2H])[2H])[2H])C=1N=C(C2=C(N1)C1=C(O2)C=CC=C1)C1=CC(=CC=C1)C1=CC=CC2=C1SC1=C2C=CC=C1)[2H])C1=C(C(=C(C(=C1[2H])[2H])C1=C(C(=C(C(=C1[2H])[2H])[2H])[2H])[2H])[2H])[2H] (1,1':4',1''-terphenyl-3-yl-2,4,5,6,2',3',5',6',2'',3'',4'',5'',6''-d13)-4-[3-(dibenzothiophen-4-yl)phenyl]-[1]benzofuro[3,2-d]pyrimidine